6-(4-bromo-2,6-difluorobenzyl)amino-[1,3]dioxolo[4,5-h]quinolin-7-carboxylic acid BrC1=CC(=C(CNC2=C(C=NC=3C4=C(C=CC23)OCO4)C(=O)O)C(=C1)F)F